C1(=CC=CC=C1)C(C)SCCC(C)=O 4-((1-phenylethyl)thio)butan-2-one